6-Methyl-4-(2-(5-methyl-2-furyl)ethyl)-1,2,5,7-tetraza-1H-indene CC1=NC(=C2C=NNC2=N1)CCC=1OC(=CC1)C